3-[3-[4-[4-methylsulfonyl-2-(trifluoromethyl)phenyl]azetidin-1-yl]-3-oxo-propyl]oxazolidin-2-one CS(=O)(=O)C1=CC(=C(C=C1)C1CCN1C(CCN1C(OCC1)=O)=O)C(F)(F)F